N-(5-((4-((1-acetylazetidin-3-yl)oxy)phenyl)ethynyl)-8-(methylamino)-2,7-naphthyridin-3-yl)cyclopropanecarboxamide C(C)(=O)N1CC(C1)OC1=CC=C(C=C1)C#CC1=C2C=C(N=CC2=C(N=C1)NC)NC(=O)C1CC1